BrC(C)C=1C=C(C=CC1)S(=O)(=O)N1CCC(CC1)NC1=NC=C(C=N1)Cl N-(1-((3-(1-bromoethyl)phenyl)sulfonyl)piperidin-4-yl)-5-chloropyrimidin-2-amine